4-(2-(4-amino-1-(4-chlorophenyl)cyclohexyl)ethoxy)-2,5-difluoro-N-(1,2,4-thiadiazol-5-yl)benzenesulfonamide NC1CCC(CC1)(C1=CC=C(C=C1)Cl)CCOC1=CC(=C(C=C1F)S(=O)(=O)NC1=NC=NS1)F